COCOC=1C=C(C=C(C1)C(F)(F)F)N1N=CC2=CC(=CC=C12)N1CCN(CC1)C(=O)OC(C)(C)C tert-Butyl 4-(1-(3-(methoxymethoxy)-5-(trifluoromethyl)phenyl)-1H-indazol-5-yl)piperazine-1-carboxylate